[C@@H]1([C@@H](O)[C@H](O)[C@H](O1)CO)N1C2=NC=NC(=C2N=C1)N 9-(β-D-arabinofuranosyl)adenine